quinolone-4-amine N1C(C=C(C2=CC=CC=C12)N)=O